tert-butyl (3-(2'-(2-ethoxypyridin-3-yl)-6'H-spiro[piperidine-4,5'-[1,7]naphthyridin]-7'(8'H)-yl)-3-oxopropyl)carbamate C(C)OC1=NC=CC=C1C1=NC=2CN(CC3(C2C=C1)CCNCC3)C(CCNC(OC(C)(C)C)=O)=O